3-methylflavone-8-carboxylic acid-2-piperidinoethyl ester N1(CCCCC1)CCOC(=O)C=1C=CC=C2C(C(=C(OC12)C1=CC=CC=C1)C)=O